2-methoxy-4-(3-(4-methylpiperazin-1-yl)azetidin-1-yl)-1H-benzo[d]imidazole COC1=NC2=C(N1)C=CC=C2N2CC(C2)N2CCN(CC2)C